C(C)(=O)N monoacetic acid amide